OC(C)(C)C=1C=C(C=CC1)CC(=O)N 2-(3-(2-hydroxypropan-2-yl)phenyl)acetamide